4-Methoxyaniline COC1=CC=C(N)C=C1